(2R)-2-amino-4-({[1-(carboxymethyl)imidazolidin-2-ylidene]-amino}sulfanyl)-butanoic acid N[C@@H](C(=O)O)CCSN=C1N(CCN1)CC(=O)O